ClC1=NC(=CC(=C1)C1(CC(C1)(F)F)C1=NN=CN1C)C1CC1 2-chloro-6-cyclopropyl-4-(3,3-difluoro-1-(4-methyl-4H-1,2,4-triazol-3-yl)cyclobutyl)pyridine